ClC1=CC=CC=2C(C3=CC=CC=C3C(C12)=O)=O 1-Chloro-anthraquinone